ethyl (2R,6S)-4-((tert-butyldimethylsilyl)oxy)-6-methyl-3,6-dihydro-2H-pyran-2-carboxylate [Si](C)(C)(C(C)(C)C)OC=1C[C@@H](O[C@H](C1)C)C(=O)OCC